2,5-biphenyl C1=C(C=CC=C1)C=1C=CC=CC1